C(CC(=O)O)[C@@H](C(=O)O)NC(=O)CNC(=O)[C@H](CC(=O)O)N The molecule is a tripeptide composed of L-aspartic acid, glycine, and L-glutamic acid units joined in sequence. It is a conjugate acid of an Asp-Gly-Glu(3-).